C=1N=C(N2C1COCC2)C=2C1=C(N(N2)C2=CC=C(C=C2)CN2CCOCC2)C=2C=CC=C(C2S(C1)(=O)=O)C 3-(6,8-dihydro-5H-imidazo[5,1-c][1,4]oxazin-3-yl)-6-methyl-1-(4-(morpholinomethyl)phenyl)-1,4-dihydrothiochromeno[4,3-c]pyrazole 5,5-dioxide